CN(CCCCCC(=O)OCC(COC(CCC(C(CCCC)CCCC)CCCC)=O)(COC(CCCCCCC)=O)COC(CCCCCCC)=O)C.NC1CCC(CC1)NC(=O)C1=NC=NC=C1 N-(4-aminocyclohexyl)pyrimidine-4-carboxamide 3-((6-(Dimethylamino)hexanoyl)oxy)-2,2-bis((octanoyloxy)methyl)propyl-4,5-dibutylnonanoat